FC(N1N=CC=C1C(=O)N1[C@@H](C2=C(CC1)NC=N2)C2=NN1C(C=C(C=C1)F)=C2)F (S)-(1-(difluoromethyl)-1H-pyrazol-5-yl)(4-(5-fluoropyrazolo[1,5-a]pyridin-2-yl)-6,7-dihydro-1H-imidazo[4,5-c]pyridin-5(4H)-yl)methanone